6-((7-azabicyclo[2.2.1]heptan-7-yl)methyl)-2-(3-(3-((4-methyl-4H-1,2,4-triazol-3-yl)methyl)oxetan-3-yl)phenyl)-4-(trifluoromethyl)isoindolin-1-one C12CCC(CC1)N2CC2=CC(=C1CN(C(C1=C2)=O)C2=CC(=CC=C2)C2(COC2)CC2=NN=CN2C)C(F)(F)F